2-[(Triisopropylsilanyl)-ethynyl]-benzoimidazole-1-carboxylic acid tert-butyl ester C(C)(C)(C)OC(=O)N1C(=NC2=C1C=CC=C2)C#C[Si](C(C)C)(C(C)C)C(C)C